1,2,3,4,5,6-hexahydropyrrolo[3,4-c]pyrrole Hydrogen Bromide Salt Br.C1NCC2=C1CNC2